2-bromo-1-azaindolizine BrC=1N=C2C=CC=CN2C1